5-methoxy-1'-(6-methoxy-5-(1H-pyrazol-4-yl)pyridin-2-yl)-1,3-dihydrospiro[indene-2,3'-pyrrolidin]-2'-one COC=1C=C2CC3(C(N(CC3)C3=NC(=C(C=C3)C=3C=NNC3)OC)=O)CC2=CC1